C1(CC1)C1=C(C=CC(=N1)C(=O)NC1=CC(=CC=C1)[C@@H](CC1=NN=CN1C)C)CO 6-cyclopropyl-5-(hydroxymethyl)-N-[3-[(2R)-1-(4-methyl-4H-1,2,4-triazol-3-yl)propan-2-yl]phenyl]pyridine-2-carboxamide